N-(2-hydroxy-1-phenylethyl)-1-(5-methyl-2-((3,4,5-trimethoxy-phenyl)amino)pyrimidin-4-yl)-1H-pyrrole-3-carboxamide OCC(C1=CC=CC=C1)NC(=O)C1=CN(C=C1)C1=NC(=NC=C1C)NC1=CC(=C(C(=C1)OC)OC)OC